CNS(=O)(=O)C1=CC(=C(C=C1)OC1=CC=C(C=C1)C(F)(F)F)C=1N=C2N(C1)CCC2=O N-methyl-3-(7-oxo-6,7-dihydro-5H-pyrrolo[1,2-a]imidazol-2-yl)-4-(4-(trifluoromethyl)phenoxy)benzenesulfonamide